1-(2-methyl-5,8-dioxo-5,8-dihydronaphthalene-1-yl)-1H-pyrrole-2,5-dione CC1=C(C=2C(C=CC(C2C=C1)=O)=O)N1C(C=CC1=O)=O